CC1=CC=C(O1)C=NNC(C1=C(C=CC=C1)OC1=CC=CC=C1)=O 2-Phenoxybenzoic acid-[(5-methyl-2-furanyl)methylene] hydrazide